ClC1=C(C=CC=C1Cl)C1=C(N=C(C(=N1)C(=O)OCC)N1CCC2(CC1)[C@@H](C1=CC(=CC=C1C2)C(C)(C)O)N[S@](=O)C(C)(C)C)C ethyl 6-(2,3-dichlorophenyl)-3-((S)-1-((R)-1,1-dimethyl ethylsulfinamido)-6-(2-hydroxypropan-2-yl)-1,3-dihydrospiro[indene-2,4'-piperidin]-1'-yl)-5-methylpyrazine-2-carboxylate